FC1=C(C=C(C=C1C=1C(=NN(C1C)C)C)NS(=O)(=O)CCC)C1=C2C(=NC=C1)N=CN2 N-(4-fluoro-3-(1H-imidazo[4,5-b]pyridin-7-yl)-5-(1,3,5-trimethyl-1H-pyrazol-4-yl)phenyl)propane-1-sulfonamide